N1N=NC(=C1)C1=CC=C(CCNC(OC(C)(C)C)=O)C=C1 tert-Butyl (4-(1H-1,2,3-triazol-4-yl)phenethyl)carbamate